C(CCC)N(C=O)CCCC N,N-dibutyl-formamide